4-vinylbutyltriethoxy(methoxy)silane C(=C)CCCCC(C)O[Si](OC)(OCC)OCC